ClC=1C=C(C(N(N1)C)=O)N1CC(C(C1)F)(C)C 6-Chloro-4-(4-fluoro-3,3-dimethylpyrrolidin-1-yl)-2-methylpyridazin-3(2H)-one